trans-2-[[(5s,7s)-7-fluoro-5-phenyl-6,7-dihydro-5H-pyrrolo[1,2-b][1,2,4]triazol-2-yl]thio]cyclopropanecarboxamide F[C@H]1C[C@H](N2N=C(N=C21)S[C@H]2[C@@H](C2)C(=O)N)C2=CC=CC=C2